(R)-ethyl 3-(3-methylmorpholino)-1H-pyrazole-5-carboxylate C[C@@H]1COCCN1C1=NNC(=C1)C(=O)OCC